C1(CC1)C=1NC(=NN1)C1CC2(CN(C2)C(=O)N2CC(C2)C2=CC=C(C=C2)N2N=C(N=C2)C(F)(F)F)C1 [6-(5-cyclopropyl-4H-1,2,4-triazol-3-yl)-2-azaspiro[3.3]heptan-2-yl]-[3-[4-[3-(trifluoromethyl)-1,2,4-triazol-1-yl]phenyl]azetidin-1-yl]methanone